ClC=1C=CC(=C(C1)O)C1=C2C(=C(N=N1)NC[C@H]1COCC1)C=NC=C2 (S)-5-chloro-2-(4-(((tetrahydrofuran-3-yl)methyl)amino)pyrido[3,4-d]pyridazin-1-yl)phenol